(1R,3S)-3-(5-((2-((S,E)-5-aminohex-1-en-1-yl)pyridin-4-yl)amino)-1-(tert-butyl)-1H-pyrazol-3-yl)cyclopentyl (4-nitrophenyl) carbonate C(O[C@H]1C[C@H](CC1)C1=NN(C(=C1)NC1=CC(=NC=C1)\C=C\CC[C@H](C)N)C(C)(C)C)(OC1=CC=C(C=C1)[N+](=O)[O-])=O